NCCC[Si](O[Si](CCCN)(C)C)(C)C 1,3-Bis(3-aminopropyl)tetra-methyldisiloxan